tert-Butyl ((1S)-(7-(((5S)-5-cyclopropyl-2-oxo-1-tosylpyrrolidin-3-yl)methyl)imidazo[1,2-b]pyridazin-2-yl)(4,4-difluorocyclohexyl)methyl)carbamate C1(CC1)[C@@H]1CC(C(N1S(=O)(=O)C1=CC=C(C)C=C1)=O)CC1=CC=2N(N=C1)C=C(N2)[C@H](C2CCC(CC2)(F)F)NC(OC(C)(C)C)=O